5-bromo-4-methyl-2-(pyrazol-1-yl)pyridine BrC=1C(=CC(=NC1)N1N=CC=C1)C